[Hg](Cl)Cl MERCURY(II) CHLORIDE